6-fluoro-4-hydroxy-1-oxoisoindoline FC1=CC(=C2CNC(C2=C1)=O)O